4-(6-bromo-4-fluoro-1-isopropyl-1H-benzo[d]imidazol-2-yl)-1-methylpyrrolidin-2-one BrC=1C=C(C2=C(N(C(=N2)C2CC(N(C2)C)=O)C(C)C)C1)F